4-(4-acetyl-1-((5-methoxy-7-methyl-1H-indoL-4-yl)methyl)-1,4-diazepan-2-yl)benzoic acid C(C)(=O)N1CC(N(CCC1)CC1=C2C=CNC2=C(C=C1OC)C)C1=CC=C(C(=O)O)C=C1